C(C)(C)C1=C(OC2=C(N)C=CC=C2)C=C(C=C1)C 2-(2-isopropyl-5-methylphenoxy)aniline